C(C)(C)(C)OC(=O)N1C(CN(CC1)C1=C(C=C(C=C1)N)C(F)(F)F)C 4-(4-Amino-2-(trifluoromethyl)phenyl)-2-methylpiperazine-1-carboxylic acid tert-butyl ester